FC=1C=C2CCC(C2=CC1)OC1=CC=C(C=C1)C=1N=CNC1 4-(4-((5-fluoro-2,3-dihydro-1H-inden-1-yl)oxy)phenyl)-1H-imidazole